ClC=1C(=NC(=NC1)NC1=C(C=C(C=C1)N1CCC(CC1)N1CCN(CC1)CCCC1=C2CN(C(C2=CC=C1)=C=O)C1CNCCC1)OC)NC1=C(C=CC=C1)P(=O)(C)C 3-(4-(3-(4-(1-(4-((5-chloro-4-((2-(dimethylphosphoryl)phenyl)amino)pyrimidin-2-yl)amino)-3-methoxyphenyl)piperidin-4-yl)piperazin-1-yl)propyl)-1-carbonylisoindolin-2-yl)piperidine